(2S,6S,7S,E)-2-((2S,3S,5R,6R)-3,5-bis((t-butyldimethylsilyl)oxy)-6-(2-methoxyethyl)tetrahydro-2H-pyran-2-yl)-9-iodo-7-((4-methoxybenzyl)oxy)-6-methylnon-8-en-4-one [Si](C)(C)(C(C)(C)C)O[C@@H]1[C@@H](O[C@@H]([C@@H](C1)O[Si](C)(C)C(C)(C)C)CCOC)[C@@H](C)CC(C[C@@H]([C@@H](\C=C\I)OCC1=CC=C(C=C1)OC)C)=O